C(C)C(C(\C=C\CC1=CC=CC=C1)C1=CC=C(C=C1)C(F)(F)F)CC 1,1-diethyl-5-phenyl-(E)-2-(4-(trifluoromethyl)phenyl)pent-3-en